CC=1C(=C(C=CC1)NCCCCO)[N+](=O)[O-] 4-(3-methyl-2-nitrophenylamino)butan-1-ol